(4-nitrobenzenesulfonyloxyimino)-benzyl cyanide [N+](=O)([O-])C1=CC=C(C=C1)S(=O)(=O)ON=C(C1=CC=CC=C1)C#N